2-chloro-3-(cyclohexylthio)-4-(methylsulfonyl)benzoic acid ClC1=C(C(=O)O)C=CC(=C1SC1CCCCC1)S(=O)(=O)C